3,5-difluoro-4-methoxy-N-((3-methyl-1H-indazol-4-yl)methyl)benzamide FC=1C=C(C(=O)NCC2=C3C(=NNC3=CC=C2)C)C=C(C1OC)F